N,N'-3,4-Pyridinediylbis(2,2,2-trifluoroacetamide), trifluoroacetic acid salt FC(C(=O)O)(F)F.N1=CC(=C(C=C1)NC(C(F)(F)F)=O)NC(C(F)(F)F)=O